C(C)(C)C=1C(=CC(=NC1)NC1=NC(=NS1)C1=NC=C(C=C1)OC)C(F)(F)F N-(5-isopropyl-4-(trifluoromethyl)pyridin-2-yl)-3-(5-methoxypyridin-2-yl)-1,2,4-thiadiazol-5-amine